[O-2].[Ti+4].[Mn+2].[Ni+2].[K+] Potassium nickel manganese titanium oxide